CC1=CC=C(C=C1)S(=O)(=O)NC(CCCCC(=O)OC)CCC1=CC=CC=C1 Methyl 6-((4-methylphenyl) sulfonamido)-8-phenyloctanate